9,10-diphenyl-2-[N-phenyl-N-(9-phenyl-9H-carbazole-3-yl)amino]Anthracene C1(=CC=CC=C1)C=1C2=CC=CC=C2C(=C2C=CC(=CC12)N(C=1C=CC=2N(C3=CC=CC=C3C2C1)C1=CC=CC=C1)C1=CC=CC=C1)C1=CC=CC=C1